N-(1,3-dimethyl-9H-carbazol-9-yl)-6-hydroxypicolinamide CC1=CC(=CC=2C3=CC=CC=C3N(C12)NC(C1=NC(=CC=C1)O)=O)C